4-Methyl-3-(5-(1-methyl-1H-indol-3-yl)-1-propionyl-4,5-dihydro-1H-pyrazol-3-yl)quinolin-2(1H)-one CC1=C(C(NC2=CC=CC=C12)=O)C1=NN(C(C1)C1=CN(C2=CC=CC=C12)C)C(CC)=O